ClC1=C(C=CC=C1)[C@H]([C@H](C)C=1N(C(C(=C(N1)C(=O)NC=1C=NOC1)O)=O)C)C1=NC(=C(N=C1)C)C 2-((1s,2s)-1-(2-chlorophenyl)-1-(5,6-dimethylpyrazin-2-yl)propan-2-yl)-5-hydroxy-N-(isoxazol-4-yl)-1-methyl-6-oxo-1,6-dihydropyrimidine-4-carboxamide